CC1=C(C=CC2=C1N=C(O2)C=2C=NN1C2C=CC=C1)NC(=O)NC1=CC(=C(C=C1)CN1CCN(CC1)C)C(F)(F)F 1-(4-methyl-2-(pyrazolo[1,5-a]pyridin-3-yl)benzo[d]oxazol-5-yl)-3-(4-((4-methylpiperazin-1-yl)methyl)-3-(trifluoromethyl)phenyl)urea